CN1N=CC(=C1)C1=C(C2=C(N=CN2)C=C1)C1=CC=C(C(=O)N)C=C1 4-[5-(1-methylpyrazol-4-yl)benzimidazol-4-yl]benzamide